N[C@H]1[C@@H](C[C@H](C1)C(=O)O)C1=CC=C(C=C1)C1=CC(=CC2=CC(=CC=C12)C1=CC=C(C=C1)C(F)(F)F)C(=O)O 4-(4-((1S,2R,4R)-2-amino-4-carboxycyclopentyl)phenyl)-7-(4-(trifluoromethyl)phenyl)-2-naphthoic acid